ClC1=C(C(=CC=C1)Cl)N1CC(C1)C1=C(C(=C(C=N1)CN1CCC(CC1)C(=O)O)C)C 1-((6-(1-(2,6-dichlorophenyl)azetidin-3-yl)-4,5-dimethylpyridin-3-yl)methyl)piperidine-4-carboxylic acid